C(C1=CC2=C(N=C(N=C2)NC2(CCN(CC2)S(=O)(=O)C)[2H])N(C1=O)[C@H]1[C@H](CCC1)C)([2H])([2H])[2H] (-)-6-(methyl-d3)-8-((1R,2S)-2-methylcyclopentyl)-2-((1-(methylsulfonyl)piperidin-4-yl-4-d)-amino)pyrido[2,3-d]pyrimidin-7(8H)-one